5-chloro-N-(2-chloro-6-cyanophenyl)-2-(methylsulfonyl)pyrimidine-4-carboxamide ClC=1C(=NC(=NC1)S(=O)(=O)C)C(=O)NC1=C(C=CC=C1C#N)Cl